tert-Butyl N-[2-[(3-amino-5-bromopyridin-2-yl)oxy]ethyl]-N-(propan-2-yl)carbamat NC=1C(=NC=C(C1)Br)OCCN(C(OC(C)(C)C)=O)C(C)C